5-(4-(6,7-dihydro-5H-benzo[7]annulen-8-yl)phenoxy)pentyl methanesulfonate CS(=O)(=O)OCCCCCOC1=CC=C(C=C1)C=1CCCC2=C(C1)C=CC=C2